CN1C2=NC(=NC(=C2N=C1C1=CC=NC=C1)N1CCOCC1)C#N 9-methyl-6-morpholino-8-(pyridin-4-yl)-9H-purine-2-carbonitrile